tert-butyl N-[[6-[2-(3-amino-2-chloro-phenyl)-3-chloro-4-pyridyl]-2-methoxy-3-pyridyl]methyl]-N-[2-[tert-butyl(dimethyl)silyl]oxyethyl]carbamate NC=1C(=C(C=CC1)C1=NC=CC(=C1Cl)C1=CC=C(C(=N1)OC)CN(C(OC(C)(C)C)=O)CCO[Si](C)(C)C(C)(C)C)Cl